(3-(5-(2-Methyl-[1,1'-biphenyl]-3-yl)-1,3,4-oxadiazol-2-yl)benzyl)-L-serine hydrochloride Cl.CC1=C(C=CC=C1C1=NN=C(O1)C=1C=C(CN[C@@H](CO)C(=O)O)C=CC1)C1=CC=CC=C1